ethyl 1-(cyanomethyl)-5-tetrahydropyran-4-yl-indole-2-carboxylate C(#N)CN1C(=CC2=CC(=CC=C12)C1CCOCC1)C(=O)OCC